1-(((S)-2-(L-prolyl)-5-chloro-8-((5-(difluoromethyl)-1-methyl-1H-1,2,3-triazol-4-yl)methoxy)-1,2,3,4-tetrahydroisoquinolin-1-yl)methyl)pyrrolidin-2-one hydrochloride Cl.N1[C@@H](CCC1)C(=O)N1[C@@H](C2=C(C=CC(=C2CC1)Cl)OCC=1N=NN(C1C(F)F)C)CN1C(CCC1)=O